CC1=NC=C(C=N1)[C@@H](C)N (R)-1-(2-methylpyrimidin-5-yl)ethan-1-amine